O1C(OCC1)CCC1=CC(=NC(=N1)C1=CC=C(C=C1)N1N=CC=C1)C(=O)N1CCN(CC1)S(=O)(=O)C (6-(2-(1,3-dioxolan-2-yl)ethyl)-2-(4-(1H-pyrazol-1-yl)phenyl)pyrimidin-4-yl)(4-(methylsulfonyl)piperazin-1-yl)methanone